O1CC=NC2=C1C=CC=C2 benzo[5,6][1,4]oxazine